N1(CCNCC1)C=1C=C(C(=O)NC=2C=C3C(=NC2)NC=C3C3=CC=2N(C=C3)N=CC2)C=CN1 2-(piperazin-1-yl)-N-(3-(pyrazolo[1,5-a]pyridin-5-yl)-1H-pyrrolo[2,3-b]pyridin-5-yl)isonicotinamide